C(OOOC(C)(C)CC(C)(C)C)(OCCCC)=O t-octylperoxy n-butyl monocarbonate